heptanedioic acid 7-(pentadec-1,14-dien-8-yl) ester C=CCCCCCC(CCCCCC=C)OC(CCCCCC(=O)O)=O